((1R,2R)-cyclohexane-1,2-diyl)dimethanol [C@@H]1([C@@H](CCCC1)CO)CO